OCCC(CCN(C(=O)OC(C)(C)C)C(=O)OC(C)(C)C)(C)C di-tert-butyl (5-hydroxy-3,3-dimethylpentyl)-2-imidodicarbonate